tert-butyl-4-(4-piperidyl)piperazine-1-carboxylate C(C)(C)(C)OC(=O)N1CCN(CC1)C1CCNCC1